1-octyl-4-butylpyridinium C(CCCCCCC)[N+]1=CC=C(C=C1)CCCC